N1CCC(CC1)CCNC(O[C@H]1[C@H](NC[C@@H]1O)CC1=CC=C(C=C1)C1=CC=C(C=C1)C(F)(F)F)=O (2R,3S,4S)-4-hydroxy-2-{[4'-(trifluoromethyl)-[1,1'-biphenyl]-4-yl]methyl}pyrrolidin-3-yl N-[2-(piperidin-4-yl)ethyl]carbamate